1-(3-(4-((3,4-dichloro-2-fluorophenyl)amino)-7-fluoroquinazolin-6-yl)piperidin-1-yl)prop-2-en-1-one ClC=1C(=C(C=CC1Cl)NC1=NC=NC2=CC(=C(C=C12)C1CN(CCC1)C(C=C)=O)F)F